C(C1=CC=CC=C1)OC1C(CC1)N1CCC(CC1)C1=C(C=C2C=NC(=NC2=C1)N(C(OC(C)(C)C)=O)C=1C=NN(C1C)C1CC1)Cl tert-butyl (7-(1-(2-(benzyloxy)cyclobutyl)piperidin-4-yl)-6-chloroquinazolin-2-yl)(1-cyclopropyl-5-methyl-1H-pyrazol-4-yl)carbamate